(2-chloro-6-(trifluoromethyl)pyridin-4-yl)methanol ClC1=NC(=CC(=C1)CO)C(F)(F)F